CC=1N=C(C=2N(C1)C=C(N2)NC(=O)C2=C(C=C(C1=CN(N=C21)C)N2CCC(CC2)N(C(OC(C)(C)C)=O)CC)OC)C tert-butyl N-[1-[7-[(6,8-dimethylimidazo[1,2-a]pyrazin-2-yl)carbamoyl]-6-methoxy-2-methyl-indazol-4-yl]-4-piperidyl]-N-ethyl-carbamate